(S)-2-(1H-Benzo[d]imidazol-2-carboxamido)-N6-ethyl-N1-(1-(2-(2-adamantylamino)-2-oxoethyl)-2-oxo-1,2-dihydropyridin-3-yl)-5-oxohexandiamid N1C(=NC2=C1C=CC=C2)C(=O)N[C@H](C(=O)NC=2C(N(C=CC2)CC(=O)NC2C1CC3CC(CC2C3)C1)=O)CCC(C(=O)NCC)=O